[Br-].C(=CC1=CC=CC=C1)[NH3+] styryl-ammonium bromide